FC=1C=C(C=CC1)N1CC2C(C2C1)C(=NO)N 3-(3-fluorophenyl)-N'-hydroxy-3-azabicyclo[3.1.0]hexane-6-carboxamidine